3-(2-amino-6-(butylamino)-5-(5-(cyanomethyl)-2-methoxybenzyl)pyrimidin-4-yl)propionic acid NC1=NC(=C(C(=N1)CCC(=O)O)CC1=C(C=CC(=C1)CC#N)OC)NCCCC